[C@H]12CN(C[C@H](CC1)N2)C=2C1=C(N=C(N2)OC[C@@]23CCCN3[C@@H]3[C@H](C2)COC3)C(=C(N=C1)C1=CC(=CC3=CC=CC(=C13)C#C)O)F 4-(4-((1R,5S)-3,8-diazabicyclo-[3.2.1]octan-3-yl)-8-fluoro-2-(((3aR,7aR,8aS)-hexahydro-1H-furo[3,4-b]pyrrolizin-7a(5H)-yl)methoxy)-pyrido[4,3-d]pyrimidin-7-yl)-5-ethynylnaphthalen-2-ol